Tert-butyl (E)-4-((2-(2-(2-((4-((5-bromo-4-((2-carbamoyl-3-fluorophenyl)amino)pyrimidin-2-yl)amino)phenyl) sulfonamido)ethoxy)ethoxy) ethyl)(methyl)amino)but-2-enoate BrC=1C(=NC(=NC1)NC1=CC=C(C=C1)S(=O)(=O)NCCOCCOCCN(C/C=C/C(=O)OC(C)(C)C)C)NC1=C(C(=CC=C1)F)C(N)=O